C(C)(=O)OC1=CC(=C2C(=N1)N(C=C2)C)C(F)(F)F 1-methyl-4-(trifluoromethyl)-1H-pyrrolo[2,3-b]pyridin-6-yl acetate